2-methyl-3-(1-naphthylmethyl)-1-pentyl-1H-indole CC=1N(C2=CC=CC=C2C1CC1=CC=CC2=CC=CC=C12)CCCCC